C(C)(C)(C)C=1NC2=NC=CC(=C2C1)Cl 2-(tert-butyl)-4-chloro-7-azaindole